palladium (II) bis[tert-butyl(1-adamantyl)phosphine] C(C)(C)(C)PC12CC3CC(CC(C1)C3)C2.C(C)(C)(C)PC23CC1CC(CC(C2)C1)C3.[Pd+2]